C(C)(C)(C)OC(=O)N1[C@H](C(N(C[C@@H]1C)CC1=CC=CC=C1)=O)COCC1=CC=CC=C1 (2S,6S)-4-benzyl-2-((benzyloxy)methyl)-6-methyl-3-oxopiperazine-1-carboxylic acid tert-butyl ester